7-chloro-5-(2-fluoro-4-(trifluoromethyl)phenyl)-2,3-dimethyl-2,6-naphthyridin-1(2H)-one ClC1=NC(=C2C=C(N(C(C2=C1)=O)C)C)C1=C(C=C(C=C1)C(F)(F)F)F